NC1=NC(=CC(=N1)NCCC1=CC=C(C=C1)F)NC 2-amino-4-(4-fluorophenylethylamino)-6-methylaminopyrimidine